1-[3-[[2-[2-(2-hydroxyethoxy)ethoxy]ethylamino]methyl]azetidin-1-yl]ethanone OCCOCCOCCNCC1CN(C1)C(C)=O